Cl.ClC1=C(C=CC=C1C1=CC(=CC=C1)[C@H](C(F)F)O)[C@@]1(CC(N(C(N1)=N)[C@@H]1C[C@@H](OCC1)C)=O)C |o1:14| (6S)-6-(2-Chloro-3-{3-[(1R*)-2,2-difluoro-1-hydroxyethyl]phenyl}-phenyl)-2-imino-6-methyl-3-[(2S,4S)-2-methyltetrahydropyran-4-yl]hexahydropyrimidin-4-one hydrochloride